ON=C(C)N N'-hydroxy-acetamidine